CN1C(C2=CC=3C(NC(C3C=C2C1=O)=O)=O)=O 2-Methylpyrrolo[3,4-f]isoindole-1,3,5,7(2H,6H)-tetraone